C12OCCC(C1)(C2)C(=O)ON2C(C1=CC=CC=C1C2=O)=O 1,3-dioxoisoindolin-2-yl 2-oxabicyclo[3.1.1]heptane-5-carboxylate